(3,4,5-trimethoxyphenyl)-1H-benzo[d]imidazol-2-amine COC=1C=C(C=C(C1OC)OC)N1C(=NC2=C1C=CC=C2)N